FC(C(C(F)(F)F)NS([O-])(=O)=O)(F)F [2,2,2-trifluoro-1-(trifluoromethyl)ethyl]sulfamate